4,7-dimethoxy-1H-benzoimidazole COC1=CC=C(C=2NC=NC21)OC